6-(6-chloro-4-((2R,5S)-2,5-dimethylpiperazin-1-yl)-8-fluoro-2-((2-fluorotetrahydro-1H-pyrrolizin-7a(5H)-yl)methoxy)quinazolin-7-yl)-4-methyl-5-(trifluoromethyl)pyridin-2-amine ClC=1C=C2C(=NC(=NC2=C(C1C1=C(C(=CC(=N1)N)C)C(F)(F)F)F)OCC12CCCN2CC(C1)F)N1[C@@H](CN[C@H](C1)C)C